C(C1=CC=CC=C1)[C@@H]1C(C2=C(N(C3=CC=CC=C23)S(=O)(=O)C)CN(C1)S(=O)(=O)C1=CC=C(C)C=C1)=O (S)-4-Benzyl-10-(methylsulfonyl)-5-oxo-2-tosyl-1,2,3,4,5,10-hexahydroazepino[3,4-b]indole